tert-Butyl (4-(2-methylpyridin-3-yl)-3-oxo-6-(trifluoromethyl)-3,4-dihydroquinoxalin-2-yl)glycinate CC1=NC=CC=C1N1C(C(=NC2=CC=C(C=C12)C(F)(F)F)NCC(=O)OC(C)(C)C)=O